C(C)OC(CC1=C(C(=CC=C1)N(C)C[C@H](O)C=1C=C(C2=C(C=CO2)C1)Br)OCOC)=O |r| (±)-2-(3-((2-(7-Bromobenzofuran-5-yl)-2-hydroxyethyl)(methyl)amino)-2-(methoxymethyloxy)phenyl)acetic acid ethyl ester